O=C1NC(CCC1N1C(C2=CC=C(C=C2C1=O)C1(CCN(CC1)CC1=CC(=CC=C1)OC)O)=O)=O 2-(2,6-dioxopiperidin-3-yl)-5-(4-hydroxy-1-(3-methoxybenzyl)piperidin-4-yl)isoindoline-1,3-dione